4-amino-N,1-dimethyl-N-((3S)-6-(5-(trifluoromethyl)-3-pyridinyl)-2,3-dihydro-1-benzofuran-3-yl)-1H-pyrazolo[4,3-c]quinoline-8-carboxamide NC1=NC=2C=CC(=CC2C2=C1C=NN2C)C(=O)N([C@@H]2COC1=C2C=CC(=C1)C=1C=NC=C(C1)C(F)(F)F)C